FC1=CC=C(C=C1)N1C(=C(C2=CC(=CC=C12)O)C1(CC1)C#N)C 1-(1-(4-fluorophenyl)-5-hydroxy-2-methyl-1H-indol-3-yl)cyclopropane-1-carbonitrile